C(#N)C1=C(C=C(C=C1F)O)F 1-cyano-2,6-difluoro-4-hydroxybenzene